3-(2-chlorobenzoyl)-2-(2-bromoacetamido)-4H,5H,6H-cyclopenta[b]thiophene-5-carboxylic acid methyl ester COC(=O)C1CC2=C(SC(=C2C(C2=C(C=CC=C2)Cl)=O)NC(CBr)=O)C1